2-(4-((2-iodo-1-(2,2,2-trifluoroethyl)-1H-indol-4-yl)amino)piperidin-1-yl)ethan-1-ol IC=1N(C2=CC=CC(=C2C1)NC1CCN(CC1)CCO)CC(F)(F)F